(R)-3-methyl-2-phenylbutan-1-amine CC([C@@H](CN)C1=CC=CC=C1)C